O1COC2=C1C=CC(=C2)CNC(C2=C(C=CC(=C2)NC(=O)N)C)=O N-(benzo[d][1,3]dioxol-5-ylmethyl)-2-methyl-5-ureidobenzamide